N-[2-(2-methoxyethoxy)ethyl]-5-[2-(2-{[2-(2-methoxyethoxy)ethyl]carbamoyl}-1,3-dioxo-2,3-dihydro-1H-inden-5-yl)ethynyl]-1,3-dioxo-2,3-dihydro-1H-indene-2-carboxamide COCCOCCNC(=O)C1C(C2=CC=C(C=C2C1=O)C#CC=1C=C2C(C(C(C2=CC1)=O)C(NCCOCCOC)=O)=O)=O